N1(CCOCC1)C1=CC=C(C=C1)S(=O)(=O)NC1=C(N=CS1)C(=O)O 5-{[4-(morpholin-4-yl)phenyl]sulfonylamino}-1,3-thiazole-4-carboxylic acid